8-fluoro-9-(1,2,3,4-tetrahydroisoquinolin-5-yl)-1,3,4,5-tetrahydrothiopyrano[4,3-b]Indole-6-carboxamide 2-oxide FC=1C(=C2C3=C(NC2=C(C1)C(=O)N)CCS(C3)=O)C3=C1CCNCC1=CC=C3